N-(2-(pyrrolidin-1-yl)-3,5-difluorophenyl)-4-fluorobenzo[d]isothiazol-1,1-dioxide N1(CCCC1)C1=C(C=C(C=C1F)F)N1S(C2=C(C1)C(=CC=C2)F)(=O)=O